[Br-].C(C)[N+]1=CC=CC=C1 1-Ethylpyridinium bromide